Nicotinic acid chromium salt [Cr+3].C(C1=CN=CC=C1)(=O)[O-].C(C1=CN=CC=C1)(=O)[O-].C(C1=CN=CC=C1)(=O)[O-]